(R)-N-(4-(3-((6-chloroquinazolin-2-yl)amino)pyrrolidine-1-carbonyl)phenyl)acrylamide ClC=1C=C2C=NC(=NC2=CC1)N[C@H]1CN(CC1)C(=O)C1=CC=C(C=C1)NC(C=C)=O